methyl 6-((4-chlorophenyl)(hydroxy)methyl)picolinate ClC1=CC=C(C=C1)C(C1=CC=CC(=N1)C(=O)OC)O